CC1=C(C=2C(=N[C@H](C=3N(C2S1)C(=NN3)C)CC(=O)O)C3=CC=C(C=C3)C3=CC(=CC=C3)NC(=O)C3=NC1=CC=CC=C1C=C3)C (S)-2-(2,3,9-trimethyl-4-(3'-(quinoline-2-carboxamido)-[1,1'-biphenyl]-4-yl)-6H-thieno[3,2-f][1,2,4]triazolo[4,3-a][1,4]diazepin-6-yl)acetic acid